C1(=CC=CC=C1)C1=NC2=CC=CC=C2C(=N1)C=1C=C(C=CC1)C1=CC(=CC=C1)C1=NC(=C(N=C1C1=CC=CC=C1)C1=CC=CC=C1)C1=CC=CC=C1 2-phenyl-4-(3'-(3,5,6-triphenylpyrazin-2-yl)-[1,1'-biphenyl]-3-yl)quinazoline